The molecule is an alicyclic ketone that is cyclohexanone in which the pro-S hydrogens at positions 2, 3, and 4 are substituted by methoxy, (2E)-6-methylhept-2-en-2-yl, and perfluoro-2-hydroxypropan-2-yl groups, respectively. It has a role as an angiogenesis inhibitor. It is an organofluorine compound and an alicyclic ketone. It derives from a fumagalone. CC(C)CC/C=C(\\C)/[C@@H]1[C@H](CCC(=O)[C@H]1OC)C(C(F)(F)F)(C(F)(F)F)O